tert-Butyl (3-cyano-4-(3-((3S,3'S)-3-(dimethylamino)-[1,3'-bipyrrolidin]-1'-yl)-5-fluoro-7,9-dihydrofuro[3,4-f]quinazolin-6-yl)-7-fluorothieno[3,2-c]pyridin-2-yl)carbamate C(#N)C1=C(SC2=C1C(=NC=C2F)C=2C1=C(C=3C=NC(=NC3C2F)N2C[C@H](CC2)N2C[C@H](CC2)N(C)C)COC1)NC(OC(C)(C)C)=O